C1(=CC=CC=C1)C1=C(C(=CC=C1)C1=CC=CC=C1)N(C1=CC(=CC(=C1)N(C1=CC=CC=C1)C1=CC=CC=C1)N(C1=CC=CC=C1)C1=CC=CC=C1)C1=CC(=CC=C1)NC1=CC=CC=C1 N1-([1,1':3',1''-terphenyl]-2'-yl)-N3,N3,N5,N5-tetraphenyl-N1-(3-(phenylamino)phenyl)benzene-1,3,5-triamine